3-methoxy-4-(trifluoromethyl)benzaldehyde COC=1C=C(C=O)C=CC1C(F)(F)F